C(C1=CC=CC=C1)(=O)C1=CC=C(C=C1)N1C(=C(C=C1C)C(C(CCCCC)=CC)=O)C 1-(1-(4-benzoylphenyl)-2,5-dimethyl-1H-pyrrol-3-yl)-2-ethylideneheptan-1-one